NC1=C(C=C2N=CC(=NC2=C1Br)C(F)(F)F)C(=O)OC methyl 7-amino-8-bromo-2-(trifluoromethyl)quinoxaline-6-carboxylate